(R)-N-ethyl-5-fluoro-N-isopropyl-2-((5-(2-(6-((2-methoxyethyl)(methyl)amino)-2-methylhexan-3-yl)-2,6-diazaspiro[3.4]octan-6-yl)-1,2,4-triazin-6-yl)oxy)benzamide bis-besylate salt S(=O)(=O)(O)C1=CC=CC=C1.S(=O)(=O)(O)C1=CC=CC=C1.C(C)N(C(C1=C(C=CC(=C1)F)OC1=C(N=CN=N1)N1CC2(CN(C2)[C@@H](C(C)C)CCCN(C)CCOC)CC1)=O)C(C)C